C(C1=CC=CC=C1)OC=1C=C(C(=O)OC)C=C(C1OCC1=CC=CC=C1)OC(F)F methyl 3,4-bis(benzyloxy)-5-(difluoromethoxy)benzoate